trihydroxymethyl isocyanate OC(O)(O)N=C=O